COC(=O)C=1N(C=C(C1Cl)S(=O)(=O)Cl)C 3-chloro-4-(chlorosulfonyl)-1-methyl-1H-pyrrole-2-carboxylic acid methyl ester